7-methoxy-1,8-naphthyridin-2-amine COC1=CC=C2C=CC(=NC2=N1)N